CC=1C=C(C=NC1C=C)C#N 5-methyl-6-vinylpyridine-3-carbonitrile